2,8-dimethylfuro[2,3-h]quinolin-6-ol CC1=NC2=C3C(=C(C=C2C=C1)O)OC(=C3)C